N-((1S,4S)-4-(2-oxa-6-azaspiro[3.3]heptan-6-yl)cyclohexyl)-2-(3-((2-methoxy-4-(trifluoromethyl)phenyl)amino)prop-1-yn-1-yl)-1-(2,2,2-trifluoroethyl)-1H-indol-4-amine C1OCC12CN(C2)C2CCC(CC2)NC=2C=1C=C(N(C1C=CC2)CC(F)(F)F)C#CCNC2=C(C=C(C=C2)C(F)(F)F)OC